2-butyl-1-(5-(diethylamino)pentyl)-1H-imidazo[4,5-d]thieno[3,2-b]pyridin-4-amine C(CCC)C1=NC=2C(=C3C(=NC2N)C=CS3)N1CCCCCN(CC)CC